diethanol titanium dichloride [Cl-].[Cl-].[Ti+2].C(C)O.C(C)O